4-chloro-3-[4-(2-cyclopropyloxyethoxy)benzyl]phenyl-magnesium iodide ClC1=C(C=C(C=C1)[Mg]I)CC1=CC=C(C=C1)OCCOC1CC1